ClC1=C(C=CC=C1NC(=O)C1=NN2C([C@@H](CCC2)NCC(=O)O)=C1)C1=C(C(=CC=C1)NC(C1=NC=C(C=C1)CNCCO)=O)Cl (R)-2-((2-((2,2'-dichloro-3'-(5-(((2-hydroxyethyl)amino)methyl)picolinamido)-[1,1'-biphenyl]-3-yl)carbamoyl)-4,5,6,7-tetrahydropyrazolo[1,5-a]pyridin-4-yl)amino)acetic acid